C(N)(OC1CC2(C1)CC(C2)OC2=C(C=C1C(=N2)N(N=C1)C)C#N)=O ((2S,4s,6S)-6-((5-cyano-1-methyl-1H-pyrazolo[3,4-b]pyridin-6-yl) oxy) spiro[3.3]hept-2-yl) carbamate